COC1=CC=C(CN(S(=O)(=O)C(C(=O)O)CCCC=C)CC2=CC=C(C=C2)OC)C=C1 (3R)-(N,N-BIS(4-METHOXYBENZYL)SULFAMOYL)HEPT-6-ENOIC ACID